5-bromo-3-chloro-2-hydroxybenzonitrile BrC=1C=C(C(=C(C#N)C1)O)Cl